C(C=C)(=O)OCCC1=C(C(C(=O)[O-])=CC(=C1C(=O)[O-])C(=O)[O-])C(=O)[O-] acryloyloxyethylpyromellitate